C(C1=CC=CC=C1)C1(C[C@@H]2[C@@H](CN(C2)CC(=O)C2=CC=C(C=C2)O)C1)OC 2-((3aR,5r,6aS)-5-benzyl-5-methoxyhexahydrocyclopenta[c]pyrrol-2(1H)-yl)-1-(4-hydroxyphenyl)ethanone